N-(3,4-difluoro-2-methylphenyl)palmitoamide FC=1C(=C(C=CC1F)NC(CCCCCCCCCCCCCCC)=O)C